tert-butyl (1-(bromomethyl)cyclopropyl)carbamate BrCC1(CC1)NC(OC(C)(C)C)=O